C(C)(C)(C)OC(NC1=C(C=CC(=C1)N1CCC(CC1)N(C)C1CCC1)N)=O tert-butyl(2-amino-5-(4-(cyclobutyl(methyl)amino)piperidin-1-yl)phenyl)carbamate